β-butoxyethyl cyanoacrylate C(#N)C(C(=O)OCCOCCCC)=C